C(C)(C)(C)C1(N(C[C@H](N(C1)C(=O)C1(CC1)C(F)(F)F)C)C(=O)O)C1=CC(=C(C=C1)F)F.N[C@@H](CC(C)C)C(=O)CC(=O)O.N[C@@H](CC(C)C)C(=O)N1[C@@H](CCC1)C(=O)O leucyl-proline (leucyl)acetate (5R)-tert-butyl-2-(3,4-difluorophenyl)-5-methyl-4-(1-(trifluoromethyl)cyclopropanecarbonyl)piperazine-1-carboxylate